tertiary butyl trichloroacetimidate ClC(C(OC(C)(C)C)=N)(Cl)Cl